CC1(C(C1)(C1=CC=CC=C1)CNS(=O)(=O)C1=CC=C(C=C1)OC(F)(F)F)C N-((2,2-dimethyl-1-phenylcyclopropyl)methyl)-4-(trifluoromethoxy)benzenesulfonamide